C(C)OC(C(=O)C1CSC2=C(C=CC=C2C1=O)OC)=O 2-(8-Methoxy-4-oxothiochroman-3-yl)-2-oxoacetic acid ethyl ester